3-(4-((4-(((adamantan-1-yl)amino)methyl)-3-chlorobenzyl)thio)-1-oxoisoindolin-2-yl)piperidine-2,6-dione C12(CC3CC(CC(C1)C3)C2)NCC2=C(C=C(CSC3=C1CN(C(C1=CC=C3)=O)C3C(NC(CC3)=O)=O)C=C2)Cl